BrC1=C(C(C=O)=CC(=C1)C)OCCl 3-bromo(chloro)methyl-5-methyl-salicylaldehyde